FC(C=1C=CC=2N(N1)C(=CN2)C2=CC(=NC=N2)C2CN(CC2)C(=O)NCCO)F 3-(6-(6-(difluoromethyl)imidazo[1,2-b]pyridazin-3-yl)pyrimidin-4-yl)-N-(2-hydroxyethyl)pyrrolidine-1-carboxamide